N1=CC(=CC=C1)CC1N2CCC(C1NC(=O)C=1OC3=C(C1)C=CC=C3)CC2 N-(2-((3-pyridinyl)Methyl)-1-aza-bicyclo[2.2.2]oct-3-yl)benzofuran-2-carboxamide